Benzyl-N-((4R)-1-oxo-4,5-dihydro-1H-benzo[b][1,2,4]oxadiazolo[4,3-d][1,4]thiazepin-4-yl)isoxazole-3-carboxamide C(C1=CC=CC=C1)C=1C(=NOC1)C(=O)N[C@@H]1C=2N(C3=C(SC1)C=CC=C3)C(ON2)=O